1-(4-((4-(3-(6-(4-amino-4-methylpiperidin-1-yl)-1H-pyrazolo[3,4-b]pyrazin-3-yl)-2-chlorophenyl)piperazin-1-yl)methyl)phenyl)dihydropyrimidine-2,4(1H,3H)-dione NC1(CCN(CC1)C1=CN=C2C(=N1)NN=C2C=2C(=C(C=CC2)N2CCN(CC2)CC2=CC=C(C=C2)N2C(NC(CC2)=O)=O)Cl)C